(3S)-3-hydroxy-1-methylpyrrolidine O[C@@H]1CN(CC1)C